[Br-].C(C)OC(C(=C)C)=O.C[NH+](CC1=CC=CC2=CC=CC=C12)C dimethylnaphthylmethyl-ammonium ethyl-methacrylate bromide